tert-butyl 4-[6-isopropoxy-5-[[6-(trifluoromethyl)pyridine-2-carbonyl]amino]indazol-2-yl]piperidine-1-carboxylate C(C)(C)OC=1C(=CC2=CN(N=C2C1)C1CCN(CC1)C(=O)OC(C)(C)C)NC(=O)C1=NC(=CC=C1)C(F)(F)F